C(C)(C)(C)OC(=O)N1CCN(CC1)C1=C2N(C=3N(C1=O)N=C(N3)N3CCOCC3)C(CC2C)C(=O)O 6-(4-(tert-butoxycarbonyl)piperazin-1-yl)-7-methyl-2-morpholino-5-oxo-5,7,8,9-tetrahydropyrrolo[1,2-c][1,2,4]triazolo[1,5-a]pyrimidine-9-carboxylic acid